COC1=C(C=C2C(N(C(N2C)=[Se])C2=CC=CC=C2)=O)C(=CC=C1)OC 5-(2,6-dimethoxybenzylidene)-1-methyl-3-phenyl-2-selenoxoimidazolidin-4-one